C1([C@H](O)[C@H](O)[C@@H](O)[C@@H](O1)C)C(C(=O)[O-])(C(CCCCC)O)C(C(CCCCCC)O)=O rhamnosyl-β-hydroxyoctanoyl-β-hydroxyoctanoate